FC1(CC(C1)C(=O)N(N=CC1=NC=C(C=C1)C(F)(F)F)C)F 3,3-difluoro-N-methyl-N'-((5-(trifluoromethyl)pyridin-2-yl)methylene)cyclobutane-1-carbohydrazide